phenethylpiperidin C(CC1=CC=CC=C1)N1CCCCC1